10-(bromotriphenyl-λ5-phosphanyl)decanoic acid BrP(CCCCCCCCCC(=O)O)(C1=CC=CC=C1)(C1=CC=CC=C1)C1=CC=CC=C1